C(C)(C)(C)N1C[C@H]([C@H](CC1)NC=1C=2C=C(N(C2C=CC1)CC(F)(F)F)C#CCNC1=C(C=C(C=C1)S(=O)(=O)C)OC)F N-[(3R,4S)-1-tert-butyl-3-fluoropiperidin-4-yl]-2-{3-[(4-methanesulfonyl-2-methoxyphenyl)amino]prop-1-yn-1-yl}-1-(2,2,2-trifluoroethyl)-1H-indol-4-amine